BrC=1C(=C(C(=C(N(CC2=CC=C(C=C2)OC)CC2=CC=C(C=C2)OC)C1)F)C)CC(F)(F)F 5-bromo-2-fluoro-N,N-bis(4-methoxybenzyl)-3-methyl-4-(2,2,2-trifluoroethyl)aniline